C1(CC1)C(=O)N1CCC(C1)OCC=1C(=NC=CC1)C(F)(F)F (cyclopropanecarbonyl)-4-((2-(trifluoromethyl)pyridin-3-yl)methoxy)pyrrolidin